3-(4-Fluoro-1-isopropyl-2-methyl-1H-benzo[d]imidazol-6-yl)-1H-pyrrolo[2,3-b]pyridine-5-carboxylic acid FC1=CC(=CC=2N(C(=NC21)C)C(C)C)C2=CNC1=NC=C(C=C12)C(=O)O